C1(CC1)C[C@@H](C(=O)N[C@H](C(=O)OC)C[C@H]1C(NCCC1)=O)NC (S)-methyl 2-((S)-3-cyclopropyl-2-(methylamino)propanamido)-3-((S)-2-oxopiperidin-3-yl)propanoate